O=C1CC2(CC(C2)C(=O)OC)C1 methyl 6-oxospiro[3.3]heptane-2-carboxylate